CC1=CN=C(O1)C1CN(C1)[C@@H]1[C@@H](CCC1)OC=1C=C2CN(C(C2=CC1)=O)N1C(CCCC1=O)=O (5-(((cis)-2-(3-(5-methyloxazol-2-yl)azetidin-1-yl)cyclopentyl)oxy)-1-oxoisoindolin-2-yl)piperidine-2,6-dione